2-(3-(3-((2-methylpentan-3-yl)carbamoyl)-1H-pyrazol-5-yl)phenyl)-N-(pentan-3-yl)oxazole-5-carboxamide CC(C)C(CC)NC(=O)C1=NNC(=C1)C=1C=C(C=CC1)C=1OC(=CN1)C(=O)NC(CC)CC